FCC(=O)OC(CF)=O monofluoroacetic anhydride